5-chloro-7-{[2,4-difluoro-3-(2-{[1-(2-methoxyethyl)piperidin-4-yl]amino}quinazolin-6-yl)phenyl]sulfamoyl}-2,3-dihydro-1-benzofuran-3-yl acetate C(C)(=O)OC1COC2=C1C=C(C=C2S(NC2=C(C(=C(C=C2)F)C=2C=C1C=NC(=NC1=CC2)NC2CCN(CC2)CCOC)F)(=O)=O)Cl